3-Fluoro-5-(methoxycarbonyl)pyridine 1-oxide methyl-5-fluoronicotinate COC(C1=CN=CC(=C1)F)=O.FC=1C=[N+](C=C(C1)C(=O)OC)[O-]